3-(1-oxo-4-(6-((5-(4,4,5,5-tetramethyl-1,3,2-dioxaborolan-2-yl)pyridin-2-yl)oxy)hex-1-yn-1-yl)isoindolin-2-yl)-1-((2-(trimethylsilyl)ethoxy)methyl)piperidine-2,6-dione O=C1N(CC2=C(C=CC=C12)C#CCCCCOC1=NC=C(C=C1)B1OC(C(O1)(C)C)(C)C)C1C(N(C(CC1)=O)COCC[Si](C)(C)C)=O